5-(3-(7,7-dimethyl-1-oxo-1,3,4,6,7,8-hexahydro-2H-cyclopenta[4,5]pyrrolo[1,2-a]pyrazin-2-yl)-2-(hydroxymethyl)piperidin-1-yl)pyrazine-2-carboxamide CC1(CC2=C(C=C3N2CCN(C3=O)C3C(N(CCC3)C=3N=CC(=NC3)C(=O)N)CO)C1)C